BrC1=NN=C(C2=CC(=CC=C12)Br)O 4,7-dibromophthalazin-1-ol